CC1(COB(OC1)C=1C2=C(C(=NC1)OC)C(CC2)C)C 4-(5,5-dimethyl-1,3,2-dioxaborinan-2-yl)-1-methoxy-7-methyl-6,7-dihydro-5H-cyclopenta[c]pyridine